BrC1=C(C(=C(C=2N=C(NC21)CCCCCCC(=O)[O-])Br)Br)Br 4,5,6,7-tetrabromobenzimidazole-heptanoate